C(C)(=O)[O-].C[N+](CC)(C)C N,N,N-trimethylethan-1-aminium acetate